COC([C@H](NC(CCCO)=O)CC1=CC2=CC=CC=C2C=C1)=O N-(4-hydroxybutyryl)-3-(naphthalen-2-yl)-D-alanine methyl ester